C1=C(C=CC=2C3=CC=CC=C3C3(C12)C1=CC=CC=C1C=1C=CC=CC13)C1=NC=NC=N1 (9,9'-spirobifluorene-2-yl)-1,3,5-triazine